CC1=CC2=C([N+](=CN=[N+]2[O-])[O-])C=C1 7-methylbenzo[e][1,2,4]triazine-1,4-dioxide